C(CCC)OCCOC(C)=O 2-Butoxyethylacetat